(S)-1-(5-chloropyrimidin-2-yl)pyrrolidine ClC=1C=NC(=NC1)N1CCCC1